3-chloro-5-(6-chloro-8-fluoro-2-(((2R,7aS)-2-fluorotetrahydro-1H-pyrrolizin-7a(5H)-yl)methoxy)-4-(2-oxa-5,8-diazaspiro[3.5]nonan-8-yl)quinazolin-7-yl)-4-cyclopropylphenol ClC=1C=C(C=C(C1C1CC1)C1=C(C=C2C(=NC(=NC2=C1F)OC[C@]12CCCN2C[C@@H](C1)F)N1CCNC2(COC2)C1)Cl)O